NC1=CC(=C(C=C1F)C1=NN(C2=C1C(=NC=C2[C@@H]2CC[C@H](CC2)NC(=O)OC(C)(C)C)N(C(OC(C)(C)C)=O)C(=O)OC(C)(C)C)C(C)C)F trans-tert-Butyl (3-(4-amino-2,5-difluorophenyl)-7-(4-((tert-butoxycarbonyl)amino)cyclohexyl)-1-isopropyl-1H-pyrazolo[4,3-c]pyridin-4-yl)(tert-butoxycarbonyl)carbamate